C(C)(=O)C=1C=C(C(=NC1)N1CC2=C(C1=O)C=C(S2)C(C(F)(F)F)(F)F)S(=O)(=O)CC 5-(5-acetyl-3-ethylsulfonyl-2-pyridyl)-2-(1,1,2,2,2-pentafluoroethyl)-6H-thieno[2,3-c]pyrrol-4-one